[Si](C1=CC=CC=C1)(C1=CC=CC=C1)(C(C)(C)C)OC\C=C/CN1C(C=C(C2=C1N=C(N=C2)SC)C#C[Si](C(C)C)(C(C)C)C(C)C)=O (Z)-8-(4-((tert-butyldiphenylsilyl)oxy)but-2-en-1-yl)-2-(methylthio)-5-((triisopropylsilyl)ethynyl)pyrido[2,3-d]pyrimidin-7(8H)-one